C1CCC12CN(CC2)CCNC(OC(C)(C)C)=O tert-butyl N-(2-{6-azaspiro[3.4]octan-6-yl}ethyl)carbamate